(2,2-difluorocyclopropyl)pyridine-2-carboxylic acid FC1(C(C1)C=1C(=NC=CC1)C(=O)O)F